COC1=C(C(=CC=C1)OC)C1=CN(C2=NC(=CC=C21)NC(=O)[C@H]2[C@@H](C2)CO)COCC[Si](C)(C)C trans-N-[3-(2,6-dimethoxyphenyl)-1-{[2-(trimethylsilyl)ethoxy]methyl}pyrrolo[2,3-b]pyridin-6-yl]-2-(hydroxymethyl)cyclopropane-1-carboxamide